C1(=CC(=CC=C1)OCCOC1=C(C2=CC=CC=C2C=C1)C1=C(C=CC2=CC=CC=C12)OCCO)OCCOC1=C(C2=CC=CC=C2C=C1)C1=C(C=CC2=CC=CC=C12)OCCO 2,2'-[1,3-phenylenebis(oxyethane-2,1-diyloxy[1,1'-binaphthalene]-2',2-diyloxy)]di(ethan-1-ol)